C1(C2C(C(N1)=O)C1CCC2O1)=O exo-3,6-epoxyhexahydrophthalimid